FC1=CC=C(C=C1)NC(=O)NC1=CC(=C(C=C1)OC1=CC=CC=C1)C 1-(4-fluorophenyl)-3-(3-methyl-4-phenoxyphenyl)urea